COC1=C(C(=CC=C1)OC)P(NC(C1=CC=CC=C1)=O)C1=C(C=CC=C1OC)OC N-(bis(2,6-dimethoxyphenyl)phosphino)benzamide